dimethyl-3-[(9Z,12Z)-octadeca-9,12-dien-1-yloxy]propan-1-amine CC(CCOCCCCCCCC\C=C/C\C=C/CCCCC)(N)C